FC(C1=CC=CC(=N1)C(=O)NC1=CC2=CN(N=C2C=C1OC)C1CCC(CC1)CO)F 6-(Difluoromethyl)-N-[2-[4-(hydroxymethyl)cyclohexyl]-6-methoxy-indazol-5-yl]pyridine-2-carboxamide